4-(2-{[2-(4-benzylpiperazin-1-yl)phenyl]Amino}propan-2-yl)-N,N-dimethylbenzene-1-sulfonamide C(C1=CC=CC=C1)N1CCN(CC1)C1=C(C=CC=C1)NC(C)(C)C1=CC=C(C=C1)S(=O)(=O)N(C)C